F[B-](F)(F)F.C(C)N1C=[N+](C=C1)C 1-Ethyl-3-methylimidazolium tetrafluoroborat